C(C)N(C(=O)OC[C@H]1NC[C@H](C1)OC1=NC=C(C=C1)C(F)(F)F)C(NC=1NN=C(C1C1=CC=C(C=C1)F)C)=S ((2S,4S)-4-(5-(trifluoromethyl)pyridin-2-yloxy)pyrrolidin-2-yl)methanol ethyl-N-[[4-(4-fluorophenyl)-5-methyl-2H-pyrazol-3-yl]carbamothioyl]carbamate